BrC1=CC=C(C=C1)N1N=C(C(=C1)C=O)C1=CC=C(C=C1)F 1-(4-bromophenyl)-3-(4-fluorophenyl)-1H-pyrazole-4-formaldehyde